N-[(2S,3R,4R,5R,6S)-4,5-dihydroxy-2-methyl-6-(7H-pyrrolo[2,3-d]pyrimidin-4-ylamino)tetrahydropyran-3-yl]-2-(methylamino)acetamide O[C@@H]1[C@H]([C@@H](O[C@@H]([C@@H]1O)NC=1C2=C(N=CN1)NC=C2)C)NC(CNC)=O